CC1=C(SC2=C1N(C=1C2=NC=C(C1)C(C)(C)O)[C@@H](C1CCOCC1)C1=CC=CC=C1)C1=C(N=NN1C)C([2H])([2H])[2H] (S)-2-(3-methyl-2-(1-methyl-4-(methyl-d3)-1H-1,2,3-triazol-5-yl)-4-(phenyl-(tetrahydro-2H-pyran-4-yl)methyl)-4H-thieno[2',3':4,5]pyrrolo[3,2-b]pyridin-6-yl)propan-2-ol